FC1=CC=C(C=C1)C1(CC1)NC(C1=CC(=CC=C1)NC=1N=NC(=CC1)C1=CC=CC=C1)=O N-(1-(4-fluorophenyl)cyclopropyl)-3-((6-phenylpyridazin-3-yl)amino)benzamide